C(C)OC(=O)C=1C(=NC(=NC1NCC1=CC(=CC=C1)C(F)(F)F)C)C=1OC=CC1 4-(2-furyl)-2-methyl-6-[[3-(trifluoromethyl)phenyl]methylamino]pyrimidine-5-carboxylic acid ethyl ester